COC1=C(C=C2CC(C(C2=C1)NC(O[C@@H]1CN2CCC1CC2)=O)(C)C)C2=CC=C(C=C2)CCC (S)-quinuclidin-3-yl (6-methoxy-2,2-dimethyl-5-(4-propylphenyl)-2,3-dihydro-1H-inden-1-yl)carbamate